IC1=CC=C(C[C@H](N)C(=O)O)C=C1 Para-iodo-L-phenylalanine